ClC1=C(C(=CC=C1)F)C1=NOC(=C1COC1CCC1)C=1C=NN(C1C(F)(F)F)C[C@@H](C)O (2R)-1-{4-[3-(2-chloro-6-fluorophenyl)-4-(cyclobutoxymethyl)-1,2-oxazol-5-yl]-5-(trifluoromethyl)-1H-pyrazol-1-yl}propan-2-ol